C(C)(C)(C)OC(=O)N1[C@H](COCC1)CNCC1=CC=C(C=C1)NC=1C(=NC(=CC1)C1=CC=CC=2OCCOC21)OC (S)-3-({4-[6-(2,3-Dihydro-benzo[1,4]dioxin-5-yl)-2-methoxy-pyridin-3-ylamino]-benzylamino}-methyl)-morpholine-4-carboxylic acid tert-butyl ester